COCCN1N=CC(=C1)C=1C(=NC(=NC1)O)O 5-(1-(2-methoxyethyl)-1H-pyrazol-4-yl)pyrimidine-2,4-diol